N'-(4-aminophenylsulfonyl)-8-oxa-2,3-diazaspiro[4.5]dec-3-ene-2-carboximidamide NC1=CC=C(C=C1)S(=O)(=O)N=C(N)N1CC2(C=N1)CCOCC2